tert-butyl 4-[4-[3-cyano-4-(6-fluoro-3-pyridyl)pyrazolo[1,5-a]pyridin-6-yl]phenyl]piperazine-1-carboxylate C(#N)C=1C=NN2C1C(=CC(=C2)C2=CC=C(C=C2)N2CCN(CC2)C(=O)OC(C)(C)C)C=2C=NC(=CC2)F